C(C=C)OOCC=C diallylperoxide